N1(CCOCC1)C=1C2=C(N=C(N1)Cl)C=CS2 4-(morpholine-4-yl)-2-chloro-thieno[3,2-d]pyrimidine